ClC1=C2C(N(C(NC2=C(C=C1)S(=O)(=O)C1=CC(=C2C=NN(C2=C1)[C@H]1[C@@H](C1)NC(C)=O)F)=O)O)=O N-((1R,2R)-2-(6-((5-chloro-3-hydroxy-2,4-dioxo-1,2,3,4-tetrahydroquinazolin-8-yl)sulfonyl)-4-fluoro-1H-indazol-1-yl)cyclopropyl)acetamide